C(C)(C)C1=C(C(=CC=C1)C(C)C)NC(=NC1=C(C=CC=C1C(C)C)C(C)C)NCCCCCC 1,2-bis(2,6-diisopropylphenyl)-3-hexylguanidine